tert-butyl ((2-chloro-3-fluoropyridin-4-yl)methyl)(2-hydroxyethyl)carbamate ClC1=NC=CC(=C1F)CN(C(OC(C)(C)C)=O)CCO